CCCCCCCCCCCCCCC(=O)O[C@H](COC(=O)CCCCCCC/C=C\C/C=C\CCCC)COP(=O)(O)OC[C@@H](C(=O)O)N 1-(9Z,12Z-heptadecadienoyl)-2-pentadecanoyl-glycero-3-phosphoserine